(Z)-1-(3-(2-isopropyl-5-methylphenyl)-4-oxothiazolidin-2-ylidene)-3-(2-methoxy-4-(1-(4-(trifluoromethoxy)phenyl)-1H-1,2,4-triazol-3-yl)phenyl)urea C(C)(C)C1=C(C=C(C=C1)C)N1/C(/SCC1=O)=N/C(=O)NC1=C(C=C(C=C1)C1=NN(C=N1)C1=CC=C(C=C1)OC(F)(F)F)OC